10-((tetrahydro-2H-pyran-4-yl)oxy)decanoic acid O1CCC(CC1)OCCCCCCCCCC(=O)O